(S)-N-(1-(3-bromophenyl)pyrrolidin-3-yl)-4-(trifluoromethoxy)benzenesulfonamide BrC=1C=C(C=CC1)N1C[C@H](CC1)NS(=O)(=O)C1=CC=C(C=C1)OC(F)(F)F